C(C)(C)(C)NS(=O)(=O)C=1C=CC(=C(C1)B(O)O)C 5-(N-TERT-BUTYLSULFAMOYL)-2-METHYLBENZENEBORONIC ACID